(S)-1-cyano-N-(5-(1-(2-methoxyethyl)-1H-indazol-5-yl)thiazol-2-yl)pyrrolidine-3-carboxamide sodium-magnesium-cobalt-boron [B].[Co].[Mg].[Na].C(#N)N1C[C@H](CC1)C(=O)NC=1SC(=CN1)C=1C=C2C=NN(C2=CC1)CCOC